BrCC1=C(C=CC=C1C(F)(F)F)F 2-(bromomethyl)-1-fluoro-3-(trifluoromethyl)benzene